propyl-6-[(quinolin-8-yloxy)methyl]-1H-pyrazolo[3,4-d]pyrimidin-4(5H)-one C(CC)N1N=CC2=C1N=C(NC2=O)COC=2C=CC=C1C=CC=NC21